[6-(3-cyclopropyl-1H-1,2,4-triazol-5-yl)-2-azaspiro[3.3]heptan-2-yl]-[6-[3-mesyl-5-(trifluoromethyl)benzyl]-2-azaspiro[3.3]heptan-2-yl]methanone C1(CC1)C1=NNC(=N1)C1CC2(CN(C2)C(=O)N2CC3(C2)CC(C3)CC3=CC(=CC(=C3)C(F)(F)F)S(=O)(=O)C)C1